C(C)OC(C)N1N=CC(=C1)C=1C=CC=2N(C1C)N=C(N2)N[C@H]2CN(CCC2)C=2SC1=C(N2)C=C(C=C1)NC(OCC1=CC=CC=C1)=O Benzyl (2-((3R)-3-((6-(1-(1-ethoxyethyl)-1H-pyrazol-4-yl)-5-methyl-[1,2,4]triazolo[1,5-a]pyridin-2-yl)amino)piperidin-1-yl)benzo[d]thiazol-5-yl)carbamate